(1-(4-methoxybenzyl)-5-(2-methylcyclopentyl)-6-oxo-1,6-dihydropyridazin-3-yl)methyl-2,3,4,5-tetrahydro-1,2,4-triazine-6-carboxylic acid COC1=CC=C(CN2N=C(C=C(C2=O)C2C(CCC2)C)CN2N=C(CNC2)C(=O)O)C=C1